6-(4-(2,2-dibromovinyl)-2-(ethoxymethoxy)phenyl)-N-(1-methylpiperidin-3-yl)pyridazin-3-amine BrC(=CC1=CC(=C(C=C1)C1=CC=C(N=N1)NC1CN(CCC1)C)OCOCC)Br